CC1=NC=CC(=C1C)C 2,3,4-trimethyl-pyridine